CC(C(=O)N1CCN(CC1)C1=C(CN(S(=O)(=O)C=2C=CC3=C(C(=C(O3)C(=O)O)C)C2)CCC2=CC=CC=C2)C=CC=C1)(CC)C 5-(N-(2-(4-(2,2-dimethylbutyryl)piperazin-1-yl)benzyl)-N-phenethylsulfamoyl)-3-methylbenzofuran-2-carboxylic acid